CSC1=NNC(S1)=S 5-(methylsulfanyl)-1,3,4-thiadiazole-2(3H)-thione